1-(3-bromo-2-fluorophenyl)propan-2-one BrC=1C(=C(C=CC1)CC(C)=O)F